C(CCCN1C(C(=C(C1=O)C)C)=O)N1C(C(=C(C1=O)C)C)=O 1,1'-(butane-1,4-diyl)bis(3,4-dimethyl-1H-pyrrole-2,5-dione)